2,2-dimethyl-4-methoxybenzophenone CC1(C(C(=O)C2=CC=CC=C2)C=CC(=C1)OC)C